NCCCCCN1CCN(CC1)CCCCCN N,N'-bis(aminopentyl)piperazine